((7-(5-(chlorodifluoromethyl)-1,2,4-oxadiazol-3-yl)-2-methylimidazo[1,2-a]pyridin-3-yl)imino)(methyl)(4-methylbenzyl)-λ6-sulfanone ClC(C1=NC(=NO1)C1=CC=2N(C=C1)C(=C(N2)C)N=S(=O)(CC2=CC=C(C=C2)C)C)(F)F